[2,3-difluoro-4-[3-phenyl-1-(2-trimethylsilylethoxymethyl) pyrazol-4-yl] phenyl] trifluoromethanesulfonate FC(S(=O)(=O)OC1=C(C(=C(C=C1)C=1C(=NN(C1)COCC[Si](C)(C)C)C1=CC=CC=C1)F)F)(F)F